3-(4-chlorophenyl)-1-methylquinoxalin-2(1H)-one ClC1=CC=C(C=C1)C=1C(N(C2=CC=CC=C2N1)C)=O